4-isopropoxyl-phenyl-boronic acid O(C(C)C)C1=CC=C(C=C1)B(O)O